ClC1=CC(=C(C(=C1)C)C1=NC=2C(=NC=C(N2)N2C[C@H](CC2)O)N1C)O |o1:18| rel-(3S)-1-[2-(4-chloro-2-hydroxy-6-methyl-phenyl)-1-methyl-imidazo[4,5-b]pyrazin-5-yl]pyrrolidin-3-ol